C(C)(C)(C)N(C([O-])=O)C1C(NC2=CC=C(N=C2C1)Br)=O.[C-]#N.C(CCCCCCCCCC)[NH+]1CC(CCC1)CCC.C(CCCCCCCCCC)[NH+]1CC(CCC1)CCC 1-Undecyl-3-propylpiperidinium cyanid tert-butyl-(6-bromo-2-oxo-1,2,3,4-tetrahydro-1,5-naphthyridin-3-yl)carbamate